FC1(CCN(CC1)C1=NC2=CC(=C(C=C2C(=N1)NC1=NNN=C1)OC)OCCCN1CCCC1)F 2-(4,4-difluoropiperidin-1-yl)-6-methoxy-7-(3-(pyrrolidin-1-yl)propoxy)-N-(2H-1,2,3-triazol-4-yl)quinazolin-4-amine